FC(CNC(N(C1=NC=C(C=C1)C=1C=NC(=NC1)OC)[C@@H]1CC[C@H](CC1)NC1=NC=C(C(=N1)N1CC=2N(CC1)C=NC2)C(F)(F)F)=O)F 3-(2,2-difluoroethyl)-1-(trans-4-((4-(5,6-dihydroimidazo[1,5-a]pyrazin-7(8H)-yl)-5-(trifluoromethyl)pyrimidin-2-yl)amino)cyclohexyl)-1-(5-(2-methoxypyrimidin-5-yl)pyridin-2-yl)urea